O.[Fe].[Mo].[Ni] nickel-molybdenum-iron water